ClC1=C2C(=CN=C1)NN=C2 4-chloro-1H-pyrazolo[3,4-c]pyridine